1-hexyl-4,5-diaminopyrazole sulfate S(=O)(=O)(O)O.C(CCCCC)N1N=CC(=C1N)N